3-(3-((5-methyl-4-((benzylidene)amino)-4H-1,2,4-triazol-3-yl)thio)propoxy)-5,7-dimethoxy-2-(3,4,5-trimethoxyphenyl)-4H-benzopyran-4-one CC=1N(C(=NN1)SCCCOC1=C(OC2=C(C1=O)C(=CC(=C2)OC)OC)C2=CC(=C(C(=C2)OC)OC)OC)N=CC2=CC=CC=C2